CSC(C(=O)N1C(CCCC1)C=1N(C=C(N1)C1=CC=C(C=C1)C)C(CCCCCCCCCCC)=O)C 1-(2-(1-(2-(methylthio)propanoyl)piperidin-2-yl)-4-(p-tolyl)-1H-imidazol-1-yl)dodecan-1-one